tert-Butyl 3-((dimethylamino)methyl)-5,7-dihydro-6H-pyrrolo[3,4-b]pyridine-6-carboxylate CN(C)CC=1C=C2C(=NC1)CN(C2)C(=O)OC(C)(C)C